6-[5-[[1-[2-(aminomethyl)-3,3-difluoro-allyl]-5-oxo-1,2,4-triazol-4-yl]methyl]-2-thienyl]-8-methyl-3,4-dihydro-1H-quinolin-2-one NCC(CN1N=CN(C1=O)CC1=CC=C(S1)C=1C=C2CCC(NC2=C(C1)C)=O)=C(F)F